COC1=CC=C(C=C1)NC(CC(C1=CC=CC=C1)=O)=O N-(4-methoxyphenyl)-3-oxo-3-phenylpropanamide